C(C=CCCCCCCCCCCC)(=O)[O-].[Mo+4].C(C=CCCCCCCCCCCC)(=O)[O-].C(C=CCCCCCCCCCCC)(=O)[O-].C(C=CCCCCCCCCCCC)(=O)[O-] molybdenum tetradecenoate